ClC=1C(=NC=CC1C(=O)N1CCOCC1)NC1=C(C=C(C(=O)OC)C=C1F)C1CC1 methyl 4-{[3-chloro-4-(morpholine-4-carbonyl)pyridin-2-yl] amino}-3-cyclopropyl-5-fluorobenzoate